benzyl N-[2-({5-[(2R)-4-[4-chloro-2-(trifluoromethyl)benzoyl]-2-ethylpiperazin-1-yl]-2'-ethoxy-[2,3'-bipyridin]-6-yl}oxy)ethyl]-N-methylcarbamate ClC1=CC(=C(C(=O)N2C[C@H](N(CC2)C=2C=CC(=NC2OCCN(C(OCC2=CC=CC=C2)=O)C)C=2C(=NC=CC2)OCC)CC)C=C1)C(F)(F)F